(S)-N-(8-(methylamino)-5-((4-((2-methylmorpholino)methyl)phenyl)ethynyl)-2,7-naphthyridin-3-yl)cyclopropanecarboxamide CNC=1N=CC(=C2C=C(N=CC12)NC(=O)C1CC1)C#CC1=CC=C(C=C1)CN1C[C@@H](OCC1)C